Methyl 3-(4,4,5,5-tetramethyl-1,3,2-dioxaborolan-2-yl)-1-tosyl-1H-pyrrolo[2,3-b]pyridine-5-carboxylate CC1(OB(OC1(C)C)C1=CN(C2=NC=C(C=C21)C(=O)OC)S(=O)(=O)C2=CC=C(C)C=C2)C